1-(5,6-dimethyl-1H-benzimidazol-1-yl)-2,4,6-triphenylpyridine CC1=CC2=C(N(C=N2)N2C(C=C(C=C2C2=CC=CC=C2)C2=CC=CC=C2)C2=CC=CC=C2)C=C1C